NC1=NN2C(C=C(C=C2)C=2C(=C(C(=O)NC(CF)CC(O)C3=CC=C(C=C3)Cl)C(=CC2)C)F)=N1 (2-amino-[1,2,4]triazolo[1,5-a]pyridin-7-yl)-N-(4-(4-chlorophenyl)-1-fluoro-4-hydroxybut-2-yl)-2-fluoro-6-methylbenzamide